N-(3-Chloro-4-fluorophenyl)-2-[4-([1,2,4]triazolo[1,5-a]pyridin-7-yl)phenyl]acetamide ClC=1C=C(C=CC1F)NC(CC1=CC=C(C=C1)C1=CC=2N(C=C1)N=CN2)=O